sodium ((1S,2S)-2-((E)-prop-1-en-1-yl)cyclopropyl)methanesulfinate C(=C\C)/[C@H]1[C@H](C1)CS(=O)[O-].[Na+]